NC1=C(N=CC(=N1)N1CCC2(CC1)[C@@H](C=1C(=NC=CC1)O2)N)SC2=C(C(=NC=C2)N)Cl (R)-1'-(6-amino-5-((2-amino-3-chloropyridin-4-yl)thio)pyrazin-2-yl)-3H-spiro[furo[2,3-b]pyridine-2,4'-piperidin]-3-amine